FC1=C(C(=CC2=C1N=C(S2)NC(=O)C2CCCCCCC2)F)F N-(4,5,6-trifluoro-1,3-benzothiazol-2-yl)cyclooctanecarboxamide